S1C=NC2=C1C=C(C=C2)\C=C\2/N=C(NC2=O)NC2CCN(CC2)C(=O)OC(C)(C)C Tert-butyl 4-[[(4Z)-4-(1,3-benzothiazol-6-ylmethylene)-5-oxo-1H-imidazol-2-yl] amino]piperidine-1-carboxylate